C(C1CO1)OCCC[Si](OCC)(OCC)CC Gamma-glycidoxypropyl-ethyl-diethoxysilane